methyl 5-methyl-1-(4-(trifluoromethyl)benzyl)-1H-pyrazole-3-carboxylate CC1=CC(=NN1CC1=CC=C(C=C1)C(F)(F)F)C(=O)OC